C(C)(=O)OCCOC1=CC=C(C=C1)C1=NN(C(=C1C1=C2C=NNC2=CC(=C1Cl)C)C)C1CC2(CNC2)C1 2-(4-(4-(5-Chloro-6-methyl-1H-indazol-4-yl)-5-methyl-1-(2-azaspiro[3.3]heptan-6-yl)-1H-pyrazol-3-yl)phenoxy)ethyl acetate